CC1=NOC(=N1)C=1C=C2CCN(CC2=CC1)C(=O)OC(C)(C)C tert-butyl 6-(3-methyl-1,2,4-oxadiazol-5-yl)-3,4-dihydroisoquinoline-2(1H)-carboxylate